2-((3-(3-cyclopropyl-8,9-dihydropyrido[3',2':4,5]imidazo[1,2-a]pyrazin-7(6H)-yl)-3-oxopropoxy)methyl)azetidin C1(CC1)C1=CC=2N=C3N(CCN(C3)C(CCOCC3NCC3)=O)C2N=C1